CC1C2C(C(CC13CCCCC3)C2)(C)C 2,6,6-trimethylspiro[bicyclo[3.1.1]heptane-3,1-cyclohexan]